1-(3-azidopropoxysulfonyl)-4-methylbenzene N(=[N+]=[N-])CCCOS(=O)(=O)C1=CC=C(C=C1)C